4-bromomethyl-methyl-cinnamic acid methyl ester COC(C(=CC1=CC=C(C=C1)CBr)C)=O